N1(CCCCC1)C=1C=C(C=CC1)C1CCC(CC1)SC=1N=NNC1C(=O)O 4-((4-(3-(piperidin-1-yl)phenyl)cyclohexyl)thio)-1H-1,2,3-triazole-5-carboxylic acid